Cl.Cl.FC1(C(CNCC1)C1=CC=NC=C1)F 4-(4,4-difluoropiperidin-3-yl)pyridine dihydrochloride